1,1,1,2,3,3,3-heptafluoro-2-(2,2,3,3,3-pentafluoropropoxy)propane FC(C(C(F)(F)F)(OCC(C(F)(F)F)(F)F)F)(F)F